2-(2,6-Diazaspiro[3.3]heptan-2-yl)benzonitrile C1N(CC12CNC2)C2=C(C#N)C=CC=C2